C(CC1=CC=CC=C1)C1NCC2=CC=CC=C12 1-phenethylisoindoline